9-hydroxy-12-[4-(oxan-4-yl)phenyl]-4-thia-2,12-diazatricyclo[7.3.0.03,7]dodeca-1,3(7),5-trien-8-one OC12C(C=3C=CSC3N=C2N(CC1)C1=CC=C(C=C1)C1CCOCC1)=O